N(C)CC(=O)OC(CCCCCCCCCCC)=O.[Na] sodium dodecanoyl sarcosinate